C1(=CC=C(C=C1)C1=CC(=CN=N1)C(=O)O)C 6-(p-tolyl)pyridazine-4-carboxylic acid